3-(2-(3-bromophenyl)-1-fluoro-2-methylpropyl)-4-methyl-4H-1,2,4-triazole BrC=1C=C(C=CC1)C(C(F)C1=NN=CN1C)(C)C